2-(5-methoxy-1-(1-(4-methoxybenzyl)-2,6-dioxopiperidin-3-yl)-3-methyl-2-oxo-2,3-dihydro-1H-benzo[d]imidazol-4-yl)acetaldehyde COC1=C(C2=C(N(C(N2C)=O)C2C(N(C(CC2)=O)CC2=CC=C(C=C2)OC)=O)C=C1)CC=O